FC1=C(C=C(OC2=CC=C(C=C2)C2=CC=CN3C2=NS(CC3)(=O)=O)C=C1)C 9-[4-(4-fluoro-3-methylphenoxy)phenyl]-3,4-dihydropyrido[2,1-c][1,2,4]thiadiazine 2,2-dioxide